(S)-2-(2-(4-cyanophenyl)acetamido)-4-((2-phenoxyethyl)(4-(5,6,7,8-tetrahydro-1,8-naphthyridin-2-yl)butyl)amino)butanoic acid C(#N)C1=CC=C(C=C1)CC(=O)N[C@H](C(=O)O)CCN(CCCCC1=NC=2NCCCC2C=C1)CCOC1=CC=CC=C1